5-chloro-2-fluoro-3-((1-((2-methoxy-6-(methoxymethyl)pyridin-3-yl)methyl)-6-oxo-4-(1,1,2,2-tetrafluoroethyl)-1,6-dihydropyrimidin-5-yl)oxy)benzonitrile ClC=1C=C(C(=C(C#N)C1)F)OC1=C(N=CN(C1=O)CC=1C(=NC(=CC1)COC)OC)C(C(F)F)(F)F